C1(CC1)[C@@H]1[C@@H](N1)C(=O)OCC Ethyl (2R,3R)-3-Cyclopropylaziridine-2-Carboxylate